C(C1=CC=CC=C1)OC1=CC(=C(C(=O)OC2=C(C(=C(C(=O)OC3=C(C(=C(C(=O)OC4=C(C(=C(C(=O)OCC5=CC=CC=C5)C(=C4C)C)C)CC)C(=C3)C)O)C)C(=C2C)C)O)Br)C(=C1)C)OC benzyl 4-((4-((4-((4-(benzyloxy)-2-methoxy-6-methylbenzoyl)oxy)-3-bromo-2-hydroxy-5,6-dimethylbenzoyl)oxy)-2-hydroxy-3,6-dimethylbenzoyl)oxy)-3-ethyl-2,5,6-trimethylbenzoate